ethyl 5-(N-(4-chloro-2-((2-chloro-N-neopentylbenzamido) methyl) phenyl)-N-ethylsulfamoyl)-3-methylbenzofuran-2-carboxylate ClC1=CC(=C(C=C1)N(S(=O)(=O)C=1C=CC2=C(C(=C(O2)C(=O)OCC)C)C1)CC)CN(C(C1=C(C=CC=C1)Cl)=O)CC(C)(C)C